FC1(CCN(CC1)C=1C=C(C=2N(C1)N=CC2C#N)O)F 6-(4,4-difluoropiperidin-1-yl)-4-hydroxypyrazolo[1,5-a]pyridine-3-carbonitrile